COC1=C(C=C2C3=C(N(C2=C1)C)C(=NC=C3)C)N3CCN(CC3)S(=O)(=O)C=3C=NC=CC3 7-methoxy-1,9-dimethyl-6-(4-(pyridine-3-ylsulfonyl)piperazine-1-yl)-9H-pyrido[3,4-b]indole